BrC=1C=NN2C1C=CC(=C2)C2=CC=CC=C2 3-bromo-6-phenylpyrazolo[1,5-a]pyridine